1-(3,5-difluorophenyl)-4-methyl-2-oxo-imidazolidine-4-carboxylic acid FC=1C=C(C=C(C1)F)N1C(NC(C1)(C(=O)O)C)=O